BrC1=CC=C(OC2=C(N=NN2CC2=CC=C(C=C2)OC)C(=O)OC)C=C1 methyl 5-(4-bromophenoxy)-1-(4-methoxybenzyl)-1H-1,2,3-triazole-4-carboxylate